Cl.NC1CCN(CC1)C1=CC(=C(C(=N1)C1=CC(=C(C#N)C=C1)F)C1=CC(=C(C=C1)OC)OC)O 4-(6-(4-aminopiperidin-1-yl)-3-(3,4-dimethoxyphenyl)-4-hydroxypyridin-2-yl)-2-fluorobenzonitrile hydrochloride